O(CC(C(CO)CC)O)CC(C(CO)CC)O oxybis(methylene)bis(2-ethyl-1,3-propanediol)